(5-(2-fluoro-6-methoxyphenyl)-1H-pyrazolo[3,4-c]pyridin-3-yl)-3-(4-(methylsulfonyl)piperazin-1-yl)benzamide FC1=C(C(=CC=C1)OC)C=1C=C2C(=CN1)NN=C2C2=C(C(=O)N)C=CC=C2N2CCN(CC2)S(=O)(=O)C